ClC=1C=CC(=C(C1)C1=NN(C=C1NC(=O)C=1C=NN2C1N=CC=C2)[C@@H](C(=O)N(C)C)C)OC(F)F (R)-N-(3-(5-chloro-2-(difluoromethoxy)phenyl)-1-(1-(dimethylamino)-1-oxopropan-2-yl)-1H-pyrazol-4-yl)pyrazolo[1,5-a]pyrimidine-3-carboxamide